6-(4-(2-amino-3-nitropyridin-4-yl)-1H-pyrazol-1-yl)pyridine-3-carbaldehyde NC1=NC=CC(=C1[N+](=O)[O-])C=1C=NN(C1)C1=CC=C(C=N1)C=O